1-(3-fluorophenyl)-2-{[5-(4-methoxyphenyl)-1H-1,2,4-triazol-3-yl]sulfanyl}propan-1-on FC=1C=C(C=CC1)C(C(C)SC1=NNC(=N1)C1=CC=C(C=C1)OC)=O